C(C(C)C)OC(=O)C1C(CCCC1)C(=O)OCC(C)C.ClC1=CC=CC2=C(C3=CC=CC=C3C(=C12)OC(=O)C1=CC2=CC=CC=C2C=C1)OC(=O)C1=CC2=CC=CC=C2C=C1 1-chloro-9,10-bis(2-naphthoyloxy)anthracene diisobutyl-cyclohexane-1,2-dicarboxylate